CN1N=CC(=C1)C=1C=NN2C1C=C(C=C2)C2=CNC1=NC(=CC=C12)CO (3-(3-(1-methyl-1H-pyrazol-4-yl)pyrazolo[1,5-a]pyridin-5-yl)-1H-pyrrolo[2,3-b]pyridin-6-yl)methanol